CS(=O)(=O)OC1CCN(CCC1)C(=O)OC(C)(C)C tert-Butyl 4-((methylsulfonyl)oxy)azepane-1-carboxylate